(4-((2-(1H-pyrazol-4-yl)ethyl)amino)-5,6-dimethylpyrimidin-2-yl)(3-(4-fluorophenyl)morpholino)meth-anone N1N=CC(=C1)CCNC1=NC(=NC(=C1C)C)C(=O)N1C(COCC1)C1=CC=C(C=C1)F